4'-(2-cyanostyryl)-3-stilbenecarbonitrile C(#N)C1=C(C=CC2=CC=C(C=CC3=CC(=CC=C3)C#N)C=C2)C=CC=C1